tert-Butyl (R)-4-(((S)-1-cyclopropyl-3-((4-nitrophenyl)sulfonamido)propan-2-yl)(methyl)amino)-3-methyl-4-oxobutanoate C1(CC1)C[C@@H](CNS(=O)(=O)C1=CC=C(C=C1)[N+](=O)[O-])N(C([C@@H](CC(=O)OC(C)(C)C)C)=O)C